ClC1=CC=C(C(=N1)C(=O)O)N[C@@H](C)C=1C=C(C=C2C(N(C(=NC12)N1C[C@@H]2C([C@@H]2C1)OC(NC(C)C)=O)C)=O)C 6-chloro-3-(((S)-1-(2-((1R,5S,6R)-6-((isopropylcarbamoyl)oxy)-3-azabicyclo[3.1.0]hexan-3-yl)-3,6-dimethyl-4-oxo-3,4-dihydroquinazolin-8-yl)ethyl)amino)picolinic acid